COC1=CC=C(C=C1)NC1=CC=C(C=C1)B1OC(C)(C)C(C)(C)O1 4-(4-Methoxyphenylamino)phenylboronic acid pinacol ester